CC1(OB(OC1(C)C)C=1C=CC(=NC1)C(=O)[O-])C 5-(4,4,5,5-tetramethyl-1,3,2-dioxaborolan-2-yl)picolinate